ClC1=C(OCC(=O)OCCP(=O)(OC)OC)C=CC(=C1)Cl dimethoxyphosphorylethyl (2,4-dichlorophenoxy)acetate